C(N)(=O)CCC[C@@H](C)OCC1=CC=C(C=C1)CCCNC(COCCOCCOCCCC1=CC2=C(N(C(N2C)=O)[C@@H]2C(N(C(CC2)=O)C)=O)C=C1)=O (3S,4R)-1-carbamoyl-4-[[4-(3-[2-[2-(2-[3-[3-methyl-1-(1-methyl-2,6-dioxopiperidin-3-yl)-2-oxo-1,3-benzodiazol-5-yl]propoxy]ethoxy)ethoxy]acetamido]propyl)phenyl]methoxy]pentan